4-[5-(5-fluoro-2-methylpyridin-4-yl)-1H-pyrazole-3-carbonyl]-4-azaspiro[2.5]octane FC=1C(=CC(=NC1)C)C1=CC(=NN1)C(=O)N1C2(CC2)CCCC1